3-ethyl 2-methyl 6-oxo-decahydroisoquinoline-2,3-dicarboxylate O=C1CC2CC(N(CC2CC1)C(=O)OC)C(=O)OCC